benzyl 4-{7-chloro-8-fluoro-2-oxo-1H,2H-pyrido[4,3-d]pyrimidin-4-yl}piperidine-1-carboxylate ClC1=C(C=2NC(N=C(C2C=N1)C1CCN(CC1)C(=O)OCC1=CC=CC=C1)=O)F